OC1=C(C=C(C=C1C1=C(C=CC(=C1)C)C)C)C1=C(C=CC=C1)COCCCOC1=C(C=C(C=C1)C)C1=C(C(=CC(=C1)C)C1=C(C=CC(=C1)C)C)O 2-(3-((2'-hydroxy-2'',5',5''-trimethyl-[1,1':3',1''-terphenyl]-2-yl)methoxy)propoxy)-2'',5,5',5''-tetramethyl-[1,1':3',1''-terphenyl]-2'-ol